C(C=C)C1=CC(=C(OC(C(O)C2=CC(=C(C=C2)O)OC)C)C=C1)OC 2-(4-allyl-2-methoxyphenoxy)-1-(4-hydroxy-3-methoxyphenyl)-1-propanol